C1(=CC=CC=C1)P(C1=CC=CC=C1)Cl Diphenyl-phosphorus chloride